ClC1=C(C=CC=C1C1=C(C(=NC=C1)C1=CC(=C(C=C1)C=O)OC)Cl)C=1N=C(C(=NC1)CN(C(OC(C)(C)C)=O)C[C@H]1NC(CC1)=O)OC tert-Butyl N-[[5-[2-chloro-3-[3-chloro-2-(4-formyl-3-methoxy-phenyl)-4-pyridyl]phenyl]-3-methoxy-pyrazin-2-yl]methyl]-N-[[(2S)-5-oxopyrrolidin-2-yl]methyl]-carbamate